ClC=1C(=C(C=C(C1)Cl)S(=O)(=O)Cl)OC 3,5-dichloro-2-methoxybenzene-1-sulfonyl chloride